4-(4-benzhydryl-piperazin-1-yl)-3-nitro-1-(prop-2-yn-1-yl)-1,5-naphthyridin-2(1H)-one C(C1=CC=CC=C1)(C1=CC=CC=C1)N1CCN(CC1)C1=C(C(N(C2=CC=CN=C12)CC#C)=O)[N+](=O)[O-]